C(C)(C)(C)OC(=O)N1CCN(CC1)C1=CC=2C(N=C1C)=NN(C2[N+](=O)[O-])CC 4-(2-ethyl-6-methyl-3-nitro-2H-pyrazolo[3,4-b]pyridin-5-yl)piperazine-1-carboxylic acid tert-butyl ester